N,N-dimethyl-2-(2-((tetrahydro-2H-pyran-2-yl)oxy)ethyl)acetamide CN(C(CCCOC1OCCCC1)=O)C